4-(azacyclooctan-1-yl)-8-fluoro-7-(8-fluoronaphthalen-1-yl)-2-((hexahydro-1H-pyrrolizine-7a-yl)methoxy)pyrido[4,3-d]pyrimidine N1(CCCCCCC1)C=1C2=C(N=C(N1)OCC13CCCN3CCC1)C(=C(N=C2)C2=CC=CC1=CC=CC(=C21)F)F